ClC=1C=C2C=C(C(=NC2=CC1)N1CCC(CCC1)(F)F)C(=O)O 6-chloro-2-(4,4-difluoroazepan-1-yl)quinoline-3-carboxylic acid